SC1=NC(=NC(=N1)S)S 2,4,6-Trimercapto-1,3,5-triazin